(R)-N-((2-oxo-3-(4-(3-oxomorpholinyl)phenyl)oxazolidin-5-yl)methyl)quinoline-8-sulfonamide O=C1O[C@H](CN1C1=CC=C(C=C1)N1C(COCC1)=O)CNS(=O)(=O)C=1C=CC=C2C=CC=NC12